3-Cyclopropyl-2-[4-[[(3R)-1-methyl-3-piperidyl]amino]pyrido[3,4-d]pyridazin-1-yl]-5-(trifluoromethyl)phenol C1(CC1)C=1C(=C(C=C(C1)C(F)(F)F)O)C1=C2C(=C(N=N1)N[C@H]1CN(CCC1)C)C=NC=C2